OB1OCC2=C1C=CC(=C2)\C=N\N(C=2C1=C(N=CN2)C(=CS1)N1CCOCC1)C N-[(E)-(1-Hydroxy-3H-2,1-benzoxaborol-5-yl)methylenamino]-N-methyl-7-morpholino-thieno[3,2-d]pyrimidin-4-amin